(R,E)-N-((1,2,3,5,6,7-Hexahydro-s-indacen-4-yl)carbamoyl)-2-(1-(oxetan-3-yl)pyrrolidin-2-yl)ethen-1-sulfonamid C1CCC2=C(C=3CCCC3C=C12)NC(=O)NS(=O)(=O)\C=C\[C@@H]1N(CCC1)C1COC1